3-(2-(2-((1-acetylpiperidin-4-yl)methyl)-6-fluorobenzyl)-8-((4-methoxybenzyl)amino)-[1,2,4]triazolo[1,5-a]pyrazin-6-yl)-2-fluorobenzonitrile C(C)(=O)N1CCC(CC1)CC1=C(CC2=NN3C(C(=NC(=C3)C=3C(=C(C#N)C=CC3)F)NCC3=CC=C(C=C3)OC)=N2)C(=CC=C1)F